ClC=1C=C(C=NC1C=1C=NN(C1)C)N 5-chloro-6-(1-methyl-1H-pyrazol-4-yl)pyridin-3-amine